CN1CCC(CC1)(C)C=1C=C(C(=C(C1)C(C(=O)O)N1C[C@@H](CC1)OCCCCCC1=NC=2NCCCC2C=C1)OC)F 2-(5-(1,4-dimethylpiperidin-4-yl)-3-fluoro-2-methoxyphenyl)-2-((R)-3-((5-(5,6,7,8-tetrahydro-1,8-naphthyridin-2-yl)pentyl)oxy)pyrrolidin-1-yl)acetic acid